4-bromo-5-fluoro-2-hydroxybenzoic acid methyl ester COC(C1=C(C=C(C(=C1)F)Br)O)=O